N-[4-[(6-chloro-1,7-naphthyridin-4-yl)oxy]-3-methyl-phenyl]-2-oxo-1-phenyl-pyridine-3-carboxamide ClC=1C=C2C(=CC=NC2=CN1)OC1=C(C=C(C=C1)NC(=O)C=1C(N(C=CC1)C1=CC=CC=C1)=O)C